[4-[(E)-2-(3,5-diacetyloxyphenyl)ethenyl]phenyl]acetate C(C)(=O)OC=1C=C(C=C(C1)OC(C)=O)/C=C/C1=CC=C(C=C1)CC(=O)[O-]